8-[(1R)-1-Aminoethyl]-2-(1-isopropylpyrazol-4-yl)-3,6-dimethyl-chromen-4-one N[C@H](C)C=1C=C(C=C2C(C(=C(OC12)C=1C=NN(C1)C(C)C)C)=O)C